C(C)(C)(C)OCCC(C(=O)NC1=CC=C(C(=O)O)C=C1)N1C(C=C(C(=C1)OC)C1=C(C=CC(=C1)Cl)C1=NOCC1)=O 4-[(4-tert-butoxy-2-{4-[5-chloro-2-(4,5-dihydro-1,2-oxazol-3-yl)phenyl]-5-methoxy-2-oxopyridin-1(2H)-yl}butanoyl)amino]benzoic acid